8-((4-((cyclobutylmethyl)(4-(morpholinomethyl)phenyl)amino)cyclohexyl)(methyl)amino)-5-methyl-6-oxo-5,6-dihydro-1,5-naphthyridine-2-carbonitrile C1(CCC1)CN(C1CCC(CC1)N(C1=CC(N(C=2C=CC(=NC12)C#N)C)=O)C)C1=CC=C(C=C1)CN1CCOCC1